FC1=C(C(=O)OC)C=CC(=C1)C1NCCNC1 methyl 2-fluoro-4-(piperazin-2-yl)benzoate